C(C)(C)(C)OC(NC1=CC(=C(C=C1)F)F)=O tert-butyl-3,4-difluorophenylcarbamate